Alpha-(benzenesulfonyloxyimino)-2-thienylacetonitrile C1(=CC=CC=C1)S(=O)(=O)ON=C(C#N)C=1SC=CC1